CC1=CC=C(COS(O)(=O)=O)C=C1.NC=1C=NNC1N 4,5-diaminopyrazole-sulfuric acid 4-methylbenzyl ester